Cl.O1COC2=C1C=CC(=C2)[C@H](C)N2CCN(CC2)C2=NC=C(C=N2)C(=O)NC 2-{4-[(1S)-1-(2H-1,3-benzodioxol-5-yl)ethyl]piperazin-1-yl}-N-methylpyrimidine-5-carboxamide, mono-hydrochloride